[Zn].NCCSC=1SC(=NN1)S 2-(2-aminoethylthio)-1,3,4-thiadiazole-5-thiol zinc